[Pb].COC1=CC=C(C=C1)C=CC1=NC2=C(C=CC=C2C=C1)O 2-p-methoxyphenyl-vinyl-8-hydroxyquinoline lead salt